5-(3-((trans)-4-(2-((2s,4s,6r)-2,6-dimethylpiperidin-4-yl)ethoxy)cyclohexyl)-4,4-dimethyl-5-oxo-2-thioxoimidazolidin-1-yl)-3-(trifluoromethyl)pyridinecarbonitrile C[C@@H]1N[C@@H](CC(C1)CCO[C@@H]1CC[C@H](CC1)N1C(N(C(C1(C)C)=O)C=1C=C(C(=NC1)C#N)C(F)(F)F)=S)C